N(=[N+]=[N-])[C@H]1[C@@H]([C@@H]([C@@H](O[C@@H]2[C@@H](O)[C@@H](OCC3=CC=CC=C3)[C@@H]([C@H](O2)C)N=[N+]=[N-])O[C@@H]1C)O)OCC1=CC=CC=C1 4-azido-3-O-benzyl-4,6-dideoxy-alpha-D-mannopyranosyl-(1->2) 4-azido-3-O-benzyl-4,6-dideoxy-alpha-D-mannopyranoside